t-butyl (S)-3-(trifluoromethyl)-5,6,6a,7,9,10-hexahydro-8H-pyrazino[1,2-a]pyrido[3,2-e]pyrazin-8-carboxylate FC(C1=CC=2NC[C@@H]3N(C2N=C1)CCN(C3)C(=O)OC(C)(C)C)(F)F